2-methyl-5-(4-methyl-5-{(1R)-1-[2-(3-methylphenyl)-2H-tetrazol-5-yl]ethoxy}-4H-1,2,4-triazol-3-yl)pyrazine CC1=NC=C(N=C1)C1=NN=C(N1C)O[C@H](C)C=1N=NN(N1)C1=CC(=CC=C1)C